C(CCCCCCCCCCC\C=C\C=C)CC(=O)O.COC1=C(C=C(C(=C1)N1C[C@H](N([C@H](C1)C)C)C)[N+](=O)[O-])C=1C=NC(=NC1)N1CCOCC1 4-(5-(2-methoxy-5-nitro-4-(cis-3,4,5-trimethylpiperazin-1-yl)phenyl)pyrimidin-2-yl)morpholine (13E)-13,15-hexadecadien-1-yl-acetate